3-(3-Methyl-4-hydroxyphenyl)-1,3-bis(4-hydroxyphenyl)butane CC=1C=C(C=CC1O)C(CCC1=CC=C(C=C1)O)(C)C1=CC=C(C=C1)O